6-(1-methyl-1H-1,2,3-triazol-4-yl)imidazo[1,2-a]pyridine-2-carboxamide CN1N=NC(=C1)C=1C=CC=2N(C1)C=C(N2)C(=O)N